C(=O)(O)[C@H](CC(=O)N1CC2=NC(=C(C=C2C1)OC)OCCCOC=1C=C2CN(CC2=CC1OC)C(C[C@@H](C(=O)O)C)=O)C (S)-4-(5-(3-((6-((S)-3-carboxybutanoyl)-3-methoxy-6,7-dihydro-5H-pyrrolo[3,4-b]pyridin-2-yl)oxy)propoxy)-6-methoxyisoindolin-2-yl)-2-methyl-4-oxobutanoic acid